6-(2-methoxyphenylsulfonyl)-2-((6-methoxypyridin-3-yl)methyl)phthalazin-1(2H)-one COC1=C(C=CC=C1)S(=O)(=O)C=1C=C2C=NN(C(C2=CC1)=O)CC=1C=NC(=CC1)OC